{3-[2-(adamantan-1-yl)ethoxy]-2-hydroxypropyl}(tert-butyl)amine C12(CC3CC(CC(C1)C3)C2)CCOCC(CNC(C)(C)C)O